Cl.CN(CC1=C(C=CC(=C1)B1OC(C(O1)(C)C)(C)C)C1CCOCC1)C N,N-dimethyl-1-(2-(tetrahydro-2H-pyran-4-yl)-5-(4,4,5,5-tetramethyl-1,3,2-dioxaborolan-2-yl)phenyl)methanamine hydrochloride